1,2A-diazabenzo[cd]azulen-2(1H)-one N1C(N2C=3C(C=CC=CC13)=CC=C2)=O